tri-(2-methoxy-phenyl)phosphine COC1=C(C=CC=C1)P(C1=C(C=CC=C1)OC)C1=C(C=CC=C1)OC